5,6,7,8-tetrahydroquinoline-2-carboxylic acid butyl ester C(CCC)OC(=O)C1=NC=2CCCCC2C=C1